C(C)OC1=C(C=NC(=C1)OCC1=CC=C(C=C1)OC)C1=CC(=C(C=C1)CC(=O)NC1=CC(=CC(=C1)C(F)(F)F)OCC1CN(C1)C)F 2-[4-[4-ethoxy-6-[(4-methoxyphenyl)methoxy]-3-pyridyl]-2-fluoro-phenyl]-N-[3-[(1-methylazetidin-3-yl)methoxy]-5-(trifluoromethyl)phenyl]acetamide